FC(C(=O)[O-])(F)F.C(#N)C(CC[N-]C)=CC=CN(C)C 2-cyano-5-dimethylamino-2,4-pentadienyldimethylamide trifluoroacetate